5-chloro-1-((2-(3-cyano-5-methoxyphenyl)pyrimidin-5-yl)methyl)-1H-indazole-7-carboxylic acid ClC=1C=C2C=NN(C2=C(C1)C(=O)O)CC=1C=NC(=NC1)C1=CC(=CC(=C1)OC)C#N